2-bromo-1-(2-chloro-4-pyridyl)ethanone BrCC(=O)C1=CC(=NC=C1)Cl